1-trifluoroethyl acetate C(C)(=O)OCC(F)(F)F